NC1=C(SC2=NC(=CC=C21)C)C(=O)N[C@H]2COC1=C(C2)C=C(C(=C1)N1CC2CNCC(C1)O2)F 3-amino-N-[(3R)-6-fluoro-7-{9-oxa-3,7-diazabicyclo[3.3.1]nonan-3-yl}-3,4-dihydro-2H-1-benzopyran-3-yl]-6-methylthieno[2,3-b]pyridine-2-carboxamide